C(C)(C)(C)C1=CC2=C(C3=CC=CC=C3C=C2C=C1)OC(=O)CC(C(=O)O)C=CCCCCCCCCCCCCCC 2-(tert-butyl)-9-(2-n-hexadecenyl-2-carboxyethyl)carbonyloxyanthracene